CN(CC(=O)N(C)C1CC(C1)C=1C=C2C(=C(NC2=CC1)C=1C=C(C=2N(C1)N=CN2)OC)C(C)C)C 2-(Dimethylamino)-N-(3-(3-isopropyl-2-(8-methoxy-[1,2,4]triazolo[1,5-a]pyridin-6-yl)-1H-indol-5-yl)cyclobutyl)-N-methylacetamid